N,N-dimethyloctyldecanoamide CN(C(C(CCCCCCCC)CCCCCCCC)=O)C